O1CCN(CC1)P(=O)(Cl)Cl morpholinophosphoryl dichloride